2-fluoro-6-[(4-chlorobenzyl)amino]-9-(tetrahydro-2H-pyran-2-yl)-9H-purine FC1=NC(=C2N=CN(C2=N1)C1OCCCC1)NCC1=CC=C(C=C1)Cl